FC(CN1N=C(C=C1CC1CC2(CNC2)C1)C(F)(F)F)(F)F 6-[[2-(2,2,2-trifluoroethyl)-5-(trifluoromethyl)pyrazol-3-yl]methyl]-2-azaspiro[3.3]heptane